C(CCC)OC1=CC=C(C=C1)C PARA-CRESYL butyl ether